C(C)N1C(N(C2(CC2)C1=O)CC=1SC(=NN1)C1=C(C(=CC(=C1)C(F)(F)F)O)F)=O 6-ethyl-4-[[5-[2-fluoro-3-hydroxy-5-(trifluoromethyl)phenyl]-1,3,4-thiadiazol-2-yl]methyl]-4,6-diazaspiro[2.4]heptane-5,7-dione